2-[[[6-cyano-5-[(E)-2-[trans-4-(trifluoromethyl)cyclohexyl]vinyl]-3-pyridinyl]amino]methyl]prop-2-enoic acid C(#N)C1=C(C=C(C=N1)NCC(C(=O)O)=C)\C=C\[C@@H]1CC[C@H](CC1)C(F)(F)F